7-(Hex-5-yn-1-yloxy)-5-((pentafluoro-λ6-sulfanyl)methylene)-7-phenyloctan-1-ol C(CCCC#C)OC(CC(CCCCO)=CS(F)(F)(F)(F)F)(C)C1=CC=CC=C1